P(=O)(O)(O)O.CCCCCCC n-heptane phosphate